N-((3R,5S)-5-((1H-1,2,3-Triazol-1-yl)methyl)-1-cyanopyrrolidin-3-yl)-5-(3-ethylphenyl)oxazole-2-carboxamide N1(N=NC=C1)C[C@@H]1C[C@H](CN1C#N)NC(=O)C=1OC(=CN1)C1=CC(=CC=C1)CC